(R)-4-((2-(1H-pyrazol-4-yl)ethyl)amino)-N-(1-(5-fluoropyridin-3-yl)ethyl)-5,6-dimethylpyrimidine-2-carboxamide N1N=CC(=C1)CCNC1=NC(=NC(=C1C)C)C(=O)N[C@H](C)C=1C=NC=C(C1)F